BrC1=CC(=C(C=C1)N1C(N(CCC1)C)=O)F 1-(4-bromo-2-fluorophenyl)-3-methyltetrahydropyrimidin-2(1H)-one